C(C=C)(=O)NC=1C(=CC(=C(C1)NC1=NC=C(C(=N1)C1=CN(C2=CC=CC=C12)C)C(=O)OC(C)C)OC)N1CC2(C1)CN(C2)C Isopropyl 2-((5-acrylamido-2-methoxy-4-(6-methyl-2,6-diazaspiro[3.3]heptan-2-yl)phenyl)amino)-4-(1-methyl-1H-indol-3-yl)pyrimidine-5-carboxylate